CC1CC(N(C1)C(=O)OC(C)(C)C)C(=O)OC 1-(tert-butyl) 2-methyl 4-methylpyrrolidine-1,2-dicarboxylate